n-butylphosphonium propionate C(CC)(=O)[O-].C(CCC)[PH3+]